N(=C=S)C1=NC=C(C=C1N(C(OC(C)(C)C)=O)C)C(F)(F)F tert-butyl (2-isothiocyanato-5-(trifluoromethyl)pyridin-3-yl)(methyl)carbamate